Methyl 2-((2-(1-((tert-butoxycarbonyl)(2-(6-methoxy-3-nitropyridin-2-yl)ethyl)-amino)ethyl)-4-fluorophenyl)amino)-4-chloro-5-fluorobenzoate C(C)(C)(C)OC(=O)N(C(C)C1=C(C=CC(=C1)F)NC1=C(C(=O)OC)C=C(C(=C1)Cl)F)CCC1=NC(=CC=C1[N+](=O)[O-])OC